[C@H]12N(C[C@H](NC1)CC2)C2=NC(=NC1=C(C(=C(C=C21)F)C2=CC(=C(C1=CC=CC=C21)Cl)O)F)OC[C@]21CCCN1C[C@@H](C2)F 4-(4-((1R,4R)-2,5-diazabicyclo[2.2.2]octan-2-yl)-6,8-difluoro-2-(((2R,7aS)-2-fluorotetrahydro-1H-pyrrolizin-7a(5H)-yl)methoxy)quinazolin-7-yl)-1-chloronaphthalen-2-ol